N1CC(C1)N(C=1C=CC(=C(C(=O)N[C@H](C)C2=C(C=CC3=CC=CC=C23)OCCN(C)C)C1)C)C (R)-5-(azetidin-3-yl(methyl)amino)-N-(1-(2-(2-(dimethylamino)ethoxy)naphthalen-1-yl)ethyl)-2-methylbenzamide